Tert-butyl (1R,5S)-3-(7-chloro-8-fluoro-2-(((S)-1-(2,2,2-trifluoroacetyl)pyrrolidin-2-yl)methoxy)pyrido[4,3-d]pyrimidin-4-yl)-3,8-diazabicyclo[3.2.1]octane-8-carboxylate ClC1=C(C=2N=C(N=C(C2C=N1)N1C[C@H]2CC[C@@H](C1)N2C(=O)OC(C)(C)C)OC[C@H]2N(CCC2)C(C(F)(F)F)=O)F